NC=1C2=C(N=CN1)N(C=C2C2=C(C=C(C=C2)C2C=1N(CCC2)N(C(C1C(=O)N)=O)C1=CC=CC=C1)F)C1COC1 (4-(4-amino-7-(oxetan-3-yl)-7H-pyrrolo[2,3-d]pyrimidin-5-yl)-3-fluorophenyl)-2-oxo-1-phenyl-1,2,4,5,6,7-hexahydropyrazolo[1,5-a]pyridine-3-carboxamide